FC1=C(C(=C(C(=C1F)F)F)F)[B-](C1=C(C(=C(C(=C1F)F)F)F)F)(C1=C(C(=C(C(=C1F)F)F)F)F)C1=C(C(=C(C(=C1F)F)F)F)F.C[NH3+] methylammonium [tetrakis(perfluorophenyl)borat]